9-methyl-2-(pyridin-2-yl)-7H-pyrrolo[3,2-e][1,2,4]Triazolo[1,5-c]Pyrimidine CC1=CNC2=C1C=1N(C=N2)N=C(N1)C1=NC=CC=C1